C(C)(C)(C)[Si](OCC(=O)O)(C1=CC=CC=C1)C1=CC=CC=C1 (tert-butyl-diphenyl-silanyloxy)-acetic acid